6-(2-(dimethylamino)ethoxy)-1-methylpyrido[3,2-d]pyrimidin-2(1H)-one CN(CCOC=1C=CC=2N(C(N=CC2N1)=O)C)C